N1=C(C=CC=C1)C1=CC(=NO1)C(=O)NC=1C=NN(C1)C1COCC1 5-(pyridin-2-yl)-N-(1-(tetrahydrofuran-3-yl)-1H-pyrazol-4-yl)isoxazole-3-carboxamide